3-(4-(5-(6-chloro-2-oxospiro[indoline-3,4'-piperidine]-1'-yl)pentyl)-1-oxoisoindolin-2-yl)piperidine-2,6-dione ClC1=CC=C2C(=C1)NC(C21CCN(CC1)CCCCCC1=C2CN(C(C2=CC=C1)=O)C1C(NC(CC1)=O)=O)=O